4-(Chlorosulfonyl)piperidine-1-carboxylic acid tert-butyl ester C(C)(C)(C)OC(=O)N1CCC(CC1)S(=O)(=O)Cl